3-naphthyl acrylate C(C=C)(=O)OC=1C=CC2=CC=CC=C2C1